6-methyl-N-[1-(4-methylmorpholin-2-yl)ethyl]-4-[8-(trifluoromethyl)-5-quinolyl]morpholine-2-carboxamide CC1OC(CN(C1)C1=C2C=CC=NC2=C(C=C1)C(F)(F)F)C(=O)NC(C)C1CN(CCO1)C